2-(2,6-dichlorophenyl)ethanone ClC1=C(C(=CC=C1)Cl)CC=O